BrC1=CC=C2CCC2=C1 4-bromobicyclo[4.2.0]oct-1,3,5-triene